NCCNC(C)[Si](OCC)(OCC)OCC N-(beta-aminoethyl)-alpha-aminoethyl-triethoxysilane